2-(2-(Benzyloxy)ethyl)-3-methyl-1-tosyl-1H-indole C(C1=CC=CC=C1)OCCC=1N(C2=CC=CC=C2C1C)S(=O)(=O)C1=CC=C(C)C=C1